(S)-4-(1-(5-(pyridin-3-yl)-1-(3-(trifluoromethyl)benzyl)-1H-indole-7-carboxamido)ethyl)benzoic acid N1=CC(=CC=C1)C=1C=C2C=CN(C2=C(C1)C(=O)N[C@@H](C)C1=CC=C(C(=O)O)C=C1)CC1=CC(=CC=C1)C(F)(F)F